n-butane diisocyanate [N-]=C=O.[N-]=C=O.CCCC